SC1=C(C(=C(C(=C1C)S)C)S)C 1,3,5-trimercapto-2,4,6-trimethylbenzene